O=C1C=2C=C(C=NC2CCN1CC1=C(C=CC=C1)OC(F)(F)F)C=1C=CC=2N(N1)C=C(N2)CC(=O)N 6-(5-oxo-6-(2-(trifluoromethoxy)benzyl)-5,6,7,8-tetrahydro-1,6-naphthyridin-3-yl)imidazo[1,2-b]pyridazin-2-yl-acetamide